thiocarbamoyl-4-(cyclobutylmethyl)-2-methylbenzoic acid methyl ester COC(C1=C(C(=C(C=C1)CC1CCC1)C(N)=S)C)=O